4-(1-(6-chloro-7-(difluoromethyl)-3,4-dihydroquinolin-1(2H)-yl)-5,6,7,8-tetrahydroimidazo[1,5-a]pyrazin-3-yl)morpholine ClC=1C=C2CCCN(C2=CC1C(F)F)C=1N=C(N2C1CNCC2)N2CCOCC2